(1s,2r)-N-(6-(5-fluoro-4-methylpyridin-3-yl)benzo[d]thiazol-2-yl)-2-(hydroxymethyl)cyclopropane-1-carboxamide FC=1C(=C(C=NC1)C1=CC2=C(N=C(S2)NC(=O)[C@@H]2[C@@H](C2)CO)C=C1)C